ClC=1C=C(C=CC1F)N(C(=O)[C@H]1N(C(OC1)=O)C1=NC(=CC(=C1)OC(F)F)C)C (S)-N-(3-chloro-4-fluorophenyl)-3-(4-(difluoromethoxy)-6-methylpyridin-2-yl)-N-methyl-2-oxooxazolidine-4-carboxamide